2-(4-(2-(pyrazin-2-ylmethyl)-2H-tetrazol-5-yl)phenylsulfonylamino)acetamide 3-((3-acrylamidopropyl)dimethylammonio)-2-hydroxypropane-1-sulfonate C(C=C)(=O)NCCC[N+](CC(CS(=O)(=O)[O-])O)(C)C.N1=C(C=NC=C1)CN1N=C(N=N1)C1=CC=C(C=C1)S(=O)(=O)NCC(=O)N